NC1=C(C=C(C=N1)C1=CC=C(C=C1)NC(=O)N1C[C@H](CC1)N)OC(C)C1=C(C(=CC=C1F)F)Cl (S)-3-amino-pyrrolidine-1-carboxylic acid (4-{6-amino-5-[1-(2-chloro-3,6-difluoro-phenyl)-ethoxy]-pyridin-3-yl}-phenyl)-amide